C1(CC1)C1=CC=C(C=C1)NC1=CC(=NC=N1)N1CCC(CC1)N1CC2=CC=CC=C2CC1 trans-1-(6-((4-cyclopropylphenyl)amino)pyrimidin-4-yl)-4-(3,4-dihydroisoquinolin-2(1H)-yl)piperidine